(E)-4,6-dimethyl-N'-(1-phenylethylidene)pyrimidine-2-carbohydrazide CC1=NC(=NC(=C1)C)C(=O)N/N=C(\C)/C1=CC=CC=C1